behenyl glyceryl ether C(C(O)CO)OCCCCCCCCCCCCCCCCCCCCCC